NC1=NC=CC(=C1C#CCC1CCNCC1)OC1=C(C=C(C=C1)NC(=O)C=1C(N(C(N(C1)C1CCOCC1)=O)C1=CC=C(C=C1)F)=O)F N-(4-(2-amino-3-(3-(piperidin-4-yl)prop-1-ynyl)pyridin-4-yloxy)-3-fluorophenyl)-3-(4-fluorophenyl)-2,4-dioxo-1-(tetrahydro-2H-pyran-4-yl)-1,2,3,4-tetrahydropyrimidine-5-carboxamide